1',2,2-Trimethyl-7-nitro-2,3-dihydro-1H-spiro[pyrazolo[1,2-a]indazole-9,3'-pyrrolidine]-1,2',5'-trione CN1C(C2(CC1=O)N1N(C=3C=CC(=CC32)[N+](=O)[O-])CC(C1=O)(C)C)=O